5-cyano-1-{[2-(trimethylsilyl)ethoxy]methyl}-1H-pyrrolo[2,3-b]pyridine C(#N)C=1C=C2C(=NC1)N(C=C2)COCC[Si](C)(C)C